6-((3-amino-5-chloro-2-fluorophenyl)amino)-5-chloro-3-methyl-quinazolin-4(3H)-one NC=1C(=C(C=C(C1)Cl)NC=1C(=C2C(N(C=NC2=CC1)C)=O)Cl)F